N-[(3-chlorophenyl)methyl]-spiro[piperidine-4,2'(1'H)-quinoxaline]-3'-amine ClC=1C=C(C=CC1)CNC=1C2(NC3=CC=CC=C3N1)CCNCC2